iridium (III) Bis(2-phenylpyridine) C1(=CC=CC=C1)C1=NC=CC=C1.C1(=CC=CC=C1)C1=NC=CC=C1.[Ir+3]